FC1=C(C=CC(=C1)NC(=O)[C@H]1[C@@H]2CC[C@H]([C@H]1C(=O)N)O2)C2=C(C=CC=C2)F (1S,2R,3S,4R)-N2-(2,2'-difluoro-[1,1'-biphenyl]-4-yl)-7-oxabicyclo[2.2.1]heptane-2,3-dicarboxamide